tert-Butyl ((2S)-1-(3-(4-((3-fluoro-5-(1-(tetrahydro-2H-pyran-2-yl)-1H-pyrazol-5-yl)pyridin-2-yl)oxy)phenyl)-1H-pyrazol-1-yl)-3-hydroxypropan-2-yl)carbamate FC=1C(=NC=C(C1)C1=CC=NN1C1OCCCC1)OC1=CC=C(C=C1)C1=NN(C=C1)C[C@@H](CO)NC(OC(C)(C)C)=O